O=C1NC(CCC1N1C(C2=CC=CC(=C2C1=O)N1CC(C1)N1CCC(CC1)NC(C1=NC=C(C=C1)N1CCN(CC1)CC=1C=NC=2C=C(C(NC2C1)=O)CC)=O)=O)=O N-(1-(1-(2-(2,6-dioxopiperidin-3-yl)-1,3-dioxoisoindolin-4-yl)azetidin-3-yl)piperidin-4-yl)-5-(4-((7-ethyl-6-oxo-5,6-dihydro-1,5-naphthyridin-3-yl)methyl)piperazin-1-yl)picolinamide